tert-butyl 2-(2-(2-isopropylphenyl)-4-((6-methoxypyridin-3-yl) methyl)-6-oxopiperazin-1-yl)-7-azaspiro[3.5]nonane-7-carboxylate C(C)(C)C1=C(C=CC=C1)C1N(C(CN(C1)CC=1C=NC(=CC1)OC)=O)C1CC2(C1)CCN(CC2)C(=O)OC(C)(C)C